C(C)(=O)O[C@@H]1[C@@H]([C@H]([C@@H](SC=2C(=NC=C(C2)Br)C#N)O[C@@H]1COC(C)=O)OC)N1N=NC(=C1)C=1SC=CN1 5-bromo-2-cyanopyridin-3-yl 4,6-di-O-acetyl-3-deoxy-2-O-methyl-3-[4-(thiazol-2-yl)-1H-1,2,3-triazol-1-yl]-1-thio-alpha-D-galactopyranoside